2,5-Dioxopyrrolidin-1-yl N2-(((9H-fluoren-9-yl) methoxy) carbonyl)-N6-(tert-butoxycarbonyl)-L-lysinate C1=CC=CC=2C3=CC=CC=C3C(C12)COC(=O)N[C@@H](CCCCNC(=O)OC(C)(C)C)C(=O)ON1C(CCC1=O)=O